(N-Methyl(acrylamido)methyl)-2-(4-phenoxyphenyl)-4,5,6,7-tetrahydropyrazolo[1,5-a]pyrimidine-3-carboxamide CN(C(C=C)=O)CN1C=2N(CCC1)N=C(C2C(=O)N)C2=CC=C(C=C2)OC2=CC=CC=C2